ClC=1C(=NNC1NC(CCC1=CC=C(C=C1)Cl)=O)C1=CC=NC=C1 N-(4-Chloro-3-(pyridin-4-yl)-1H-pyrazol-5-yl)-3-(4-chlorophenyl)propanamide